(4-methoxyphenyl)(5-methylpyridin-2-yl)methanol COC1=CC=C(C=C1)C(O)C1=NC=C(C=C1)C